OC(C)C=1C=C(C(=O)O)C=CC1C 3-(1-hydroxyethyl)-4-methyl-benzoic acid